1-(4-(((5-chloro-2-((4-morpholinophenyl)amino)pyrimidin-4-yl)oxy)methyl)-3,3-difluoropiperidin-1-yl)ethan-1-one ClC=1C(=NC(=NC1)NC1=CC=C(C=C1)N1CCOCC1)OCC1C(CN(CC1)C(C)=O)(F)F